1-(3-(trifluoromethyl)pyrazin-2-yl)cyclopropane-1-carboxylic acid FC(C=1C(=NC=CN1)C1(CC1)C(=O)O)(F)F